tert-amyl-peroxypivalate C(C)(C)(CC)CC(C(=O)O[O-])(C)C